5-[(3-fluorophenoxy)methyl]-1-(4-fluorophenyl)-3-methyl-pyrazole FC=1C=C(OCC2=CC(=NN2C2=CC=C(C=C2)F)C)C=CC1